di(4-methoxyphenyl)phosphorus oxide COC1=CC=C(C=C1)[P](C1=CC=C(C=C1)OC)=O